1-(3-chlorophenyl)-3-(2-hydrazinocarbonylphenyl)-urea ClC=1C=C(C=CC1)NC(=O)NC1=C(C=CC=C1)C(=O)NN